NC1(CCC(CC1)N1N=CC(=C1C)C=1C=C(C=2N(C1)N=CC2C#N)SC2=NC=C(C=C2)F)C 6-(1-((1s,4s)-4-amino-4-methylcyclohexyl)-5-methyl-1H-pyrazol-4-yl)-4-((5-fluoropyridin-2-yl)thio)pyrazolo[1,5-a]pyridine-3-carbonitrile